BrC=1C=CC=2C=3C(C(=NC2C1)N)=NN(N3)CC3=CC=C(C=C3)OC 7-bromo-2-[(4-methoxyphenyl)methyl]-2H-[1,2,3]triazolo[4,5-c]quinolin-4-amine